(11S)-13-(2-chloro-6-fluoro-phenyl)-11-methyl-10-oxo-7-thia-9,12-diazatricyclo[6.5.0.02,6]Tridec-1(8),2(6),12-triene-4-carboxylic acid ethyl ester C(C)OC(=O)C1CC=2C=3C(=N[C@H](C(NC3SC2C1)=O)C)C1=C(C=CC=C1F)Cl